3-[5-(difluoromethyl)-1,3,4-thiadiazol-2-yl]-6-fluoro-1-(2-methoxyethyl)-N-(1-methylcyclopropyl)-2-oxo-benzoimidazole-5-sulfonamide FC(C1=NN=C(S1)N1C(N(C2=C1C=C(C(=C2)F)S(=O)(=O)NC2(CC2)C)CCOC)=O)F